tert-Butyl 2-(((4-ethynylbenzyl)(2-hydroxyethyl)amino)-methyl)piperidine-1-carboxylate C(#C)C1=CC=C(CN(CCO)CC2N(CCCC2)C(=O)OC(C)(C)C)C=C1